C1C(=O)NC(=O)NC1=O The molecule is a barbiturate, the structure of which is that of perhydropyrimidine substituted at C-2, -4 and -6 by oxo groups. Barbituric acid is the parent compound of barbiturate drugs, although it is not itself pharmacologically active. It has a role as an allergen and a xenobiotic. It is a conjugate acid of a barbiturate, a barbiturate(2-) and a barbiturate(1-).